[Ir+3].N=1NC(=CC1)C1=NC=CC=C1 (2-(2H-pyrazol-3-yl)-pyridine) iridium (III)